N-(3-(2,4-dioxotetrahydropyrimidin-1(2H)-yl)phenyl)-8-morpholinooctylamide O=C1N(CCC(N1)=O)C=1C=C(C=CC1)[N-]CCCCCCCCN1CCOCC1